N-((1s,3s)-3-(3-(4-(3-cyano-4-methoxypyrazolo[1,5-a]pyridin-6-yl)-1H-pyrazol-1-yl)azetidine-1-carbonyl)cyclobutyl)acryl-amide C(#N)C=1C=NN2C1C(=CC(=C2)C=2C=NN(C2)C2CN(C2)C(=O)C2CC(C2)NC(C=C)=O)OC